Cl.Cl.NCC1=CC=C(C=C1)C=1N(N=C2C1N=CN(C2=O)CC2(CCN(CC2)CC2=C(C=C(C=C2)N2CCCCC2)Cl)O)C 3-(4-(aminomethyl)phenyl)-6-((1-(2-chloro-4-(piperidin-1-yl)benzyl)-4-hydroxypiperidin-4-yl)methyl)-2-methyl-2,6-dihydro-7H-pyrazolo[4,3-d]pyrimidin-7-one dihydrochloride